CC/C=C\CCO (3E)-Hexenol